The molecule is a cholesteryl glycoside in which cholesterol is linked glycosidically via its 3-hydroxy group to 6-O-myristoyl-alpha-D-glucose. Produced naturally by Helicobacter pylori, a bacteria that colonizes the stomach and which is associated with protection against asthma, it is also chemically synthesized as PI57. CCCCCCCCCCCCCC(=O)OC[C@@H]1[C@H]([C@@H]([C@H]([C@H](O1)OC2CC[C@@]3([C@H]4CC[C@]5([C@H]([C@@H]4CC=C3C2)CC[C@@H]5[C@H](C)CCCC(C)C)C)C)O)O)O